C(C)(=O)OC(COCCOC1=CC2=C(N(C=N2)C2=CC=C(C=C2)NC(=O)NC2=NOC(=C2)C(C)(C)C)C=C1)(C)C [2-(1-{4-[3-(5-tert-butyl-isoxazol-3-yl)-ureido]-phenyl}-1H-benzimidazol-5-yloxy)-Ethoxy]-tert-butyl acetate